C(C)(=O)C1=C(C=C(C=N1)OC(C(=O)N)(C)C)SCC (6-acetyl-5-ethylsulfanyl-3-pyridyl)oxyl-2-methyl-propanamide